9-(4-((1-(3-Fluoropropyl)azetidin-3-yliden)methyl)phenyl)-8-(3-(trifluoromethyl)phenyl)-6,7-dihydro-5H-benzo[7]annulen FCCCN1CC(C1)=CC1=CC=C(C=C1)C1=C(CCCC2=C1C=CC=C2)C2=CC(=CC=C2)C(F)(F)F